C1(CC1)C1=C(C(=C(C=C1)N1N=C2CC(NCC3C2=C1CCN3C(=O)OC(C)(C)C)=O)O)F tert-butyl 2-(4-cyclopropyl-3-fluoro-2-hydroxyphenyl)-8-oxo-2,3,4,5a,6,7,8,9-octahydro-5H-1,2,5,7-tetraazabenzo[cd]azulene-5-carboxylate